CCCC(C#N)Br bromovaleronitrile